2-chloro-4-(2,2-difluoroethoxy)-6-(methylsulfonyl)pyridine ClC1=NC(=CC(=C1)OCC(F)F)S(=O)(=O)C